ClC1=CC(=C(C=N1)CO)NCC1=CC=C(C=C1)C=1N(C=C(N1)C(F)(F)F)C (6-chloro-4-((4-(1-methyl-4-(trifluoromethyl)-1H-imidazol-2-yl)benzyl)amino)pyridin-3-yl)methanol